CN(C)CC1(CCNCC1)O 4-((dimethylamino)methyl)piperidin-4-ol